C1(CC1)C(C)C=1C(=C2CCCC2=CC1)NC(=O)C1=C(OC=C1C(C)(C)O)S(=O)(=O)N ((5-(1-cyclopropylethyl)-2,3-dihydro-1H-inden-4-yl)carbamoyl)-4-(2-hydroxypropan-2-yl)furan-2-sulfonamide